F[C@H]1CN(CC[C@H]1NC1=C2C=C(N(C2=CC=C1)CC(F)(F)F)C(=O)NNC(CNC1=C(C=C(C=C1)S(=O)(=O)C)OC)=O)C 4-(((3S,4R)-3-fluoro-1-methylpiperidin-4-yl)amino)-N'-((2-methoxy-4-(methylsulfonyl)phenyl)glycyl)-1-(2,2,2-trifluoroethyl)-1H-indole-2-carbohydrazide